C(C)(C)(C)C1=C(C(=CC(=C1)F)C(=C(C)C)C1C2=CC(=CC=C2C2C=CC(=CC12)C(C)(C)C)C(C)(C)C)O 2-Tert-butyl-4-fluoro-6-[1-(2,7-di-tert-butyl-9,9a-dihydro-4aH-fluoren-9-yl)-2-methylprop-1-en-1-yl]phenol